[NH+]1=CC=CC2=CC=C3C(=C12)C=CC=C3 Benzoquinolinium